3-(1H-pyrazolo[3,4-b]pyridin-5-yl)aniline N1N=CC=2C1=NC=C(C2)C=2C=C(N)C=CC2